copper-lanthanum silicon [Si].[La].[Cu]